C1(CC1)C=1C=C(C(=NC1)N1CCN(CC1)C(=O)C1=CC=C(C=C1)[C@]1(C(NC(N1)=O)=O)CCC)C (S)-5-{4-[4-(5-cyclopropyl-3-methylpyridin-2-yl)piperazine-1-carbonyl]phenyl}-5-propylimidazolidine-2,4-dione